{2-[benzo[d]oxazol-2-yl-(methylamino)]ethoxy}-6-methoxy-2-(3-trifluoromethyl-benzyl)-3,4-dihydroisoquinolin-1(2H)-one O1C(=NC2=C1C=CC=C2)N(CCOC2N(C(C1=CC=C(C=C1C2)OC)=O)CC2=CC(=CC=C2)C(F)(F)F)C